N-((1R,2R,4S)-7-cyano-7-azabicyclo[2.2.1]heptan-2-yl)-4-(2,5-dichlorophenyl)butenamide C(#N)N1[C@H]2[C@@H](C[C@@H]1CC2)NC(C=CCC2=C(C=CC(=C2)Cl)Cl)=O